FC=1C=CC(=NC1)C1=NN(C=C1C1=C2C(=NC=C1)NC=C2C2COC2)C 4-[3-(5-Fluoro-2-pyridyl)-1-methyl-pyrazol-4-yl]-3-(oxetan-3-yl)-1H-pyrrolo[2,3-b]pyridine